N-[(1S)-2,2-dicyclopropyl-1-[[5-(4-cyclopropyl-3-pyridyl)-6-fluoro-2-pyridyl]carbamoyl]ethyl]-2-isopropyl-pyrazole-3-carboxamide C1(CC1)C([C@@H](C(NC1=NC(=C(C=C1)C=1C=NC=CC1C1CC1)F)=O)NC(=O)C=1N(N=CC1)C(C)C)C1CC1